1-(2-chlorophenyl)-N-hydroxycyclopropane-1-carboxamidine ClC1=C(C=CC=C1)C1(CC1)C(=N)NO